C=1(C(=CC(=CC1)C(=O)OCC=C)C(=O)OCC=C)C(=O)OCC=C Triallyl 1,2,4-benzenetricarboxylate